N=1C=NN2C1C=CC=C2CCC[C@H]2C[C@@H]1N(CCN(C1)C1=NC=C(C=C1)OC(F)F)C2=O (7S,8aS)-7-(3-([1,2,4]triazolo[1,5-a]pyridin-5-yl)propyl)-2-(5-(difluoromethoxy)pyridin-2-yl)hexahydropyrrolo[1,2-a]pyrazin-6(2H)-one